ClC1=NN2C(N=CC3=C2[C@@](CN3C(=O)N[C@H]3[C@@H](CCCC3)O)(C(F)(F)F)C)=C1 (R)-2-chloro-N-((1R,2R)-2-hydroxycyclohexyl)-8-methyl-8-(trifluoromethyl)-7,8-dihydro-6H-pyrazolo[1,5-a]pyrrolo[2,3-e]pyrimidine-6-carboxamide